(1R,2S,4S)-2-ALLYL-4-((TERT-BUTYLDIMETHYLSILYL)OXY)CYCLOPENTYL FORMATE C(=O)O[C@H]1[C@H](C[C@@H](C1)O[Si](C)(C)C(C)(C)C)CC=C